(4S)-1-tert-butoxycarbonyl-3,3-difluoro-piperidine-4-carboxylic acid C(C)(C)(C)OC(=O)N1CC([C@@H](CC1)C(=O)O)(F)F